12-bromo-4,6,8,10-tetramethyltridecyloctyloxymethyl ether BrC(CC(CC(CC(CC(CCCC(OCCCCCCCC)OC(CCCC(CC(CC(CC(CC(C)Br)C)C)C)C)OCCCCCCCC)C)C)C)C)C